dichloroquinoline-8-carboxylic acid amide ClC=1C(=NC2=C(C=CC=C2C1)C(=O)N)Cl